2-(3-bromo-5-fluoro-2-methoxyphenyl)-5-(methoxymethyl)-1,3,4-oxadiazole BrC=1C(=C(C=C(C1)F)C=1OC(=NN1)COC)OC